5-[2-[tert-butyl(dimethyl)silyl]oxyethyl]pyrazol-1-yl-6-hydroxy-1,6-diazabicyclo[3.2.1]oct-3-en-7-one [Si](C)(C)(C(C)(C)C)OCCC1=CC=NN1C1N2C(N(C(C=C1)C2)O)=O